1-((3,3-difluoro-1-methylcyclobutyl)methyl)-3-(1,1-difluoroethyl)-N-(2-(N,S-dimethylsulfonimidoyl)pyridin-4-yl)-4-methyl-1H-pyrazole-5-carboxamide FC1(CC(C1)(C)CN1N=C(C(=C1C(=O)NC1=CC(=NC=C1)S(=O)(=NC)C)C)C(C)(F)F)F